sodium N-lauroyl-N-carboxymethyl-β-alaninate C(CCCCCCCCCCC)(=O)N(CCC(=O)[O-])CC(=O)O.[Na+]